C1N(CCC2=CC=CC=C12)C[C@H](CN1CCOC2=C(C1=O)C=CC(=C2)OC2CNCCC2)O 4-[(2R)-3-(3,4-dihydro-1H-isoquinolin-2-yl)-2-hydroxy-propyl]-8-(3-piperidinyloxy)-2,3-dihydro-1,4-benzoxazepin-5-one